2-amino-4-chloro-N-[(1S)-2-(6-fluoro-2,3-dimethylphenyl)-1-(5-oxo-4H-1,3,4-oxadiazol-2-yl)propyl]benzenesulfonamide (2,6-Dichloropyridin-4-yl)methyl-L-threoninate hydrochloride Cl.ClC1=NC(=CC(=C1)CN[C@@H]([C@H](O)C)C(=O)O)Cl.NC1=C(C=CC(=C1)Cl)S(=O)(=O)N[C@@H](C(C)C1=C(C(=CC=C1F)C)C)C=1OC(NN1)=O